(2-((9,9-dimethyl-9H-fluoren-1-yl)(9,9-dimethyl-9H-fluoren-3-yl)amino)phenyl)boronic acid CC1(C2=CC=CC=C2C=2C=CC=C(C12)N(C1=C(C=CC=C1)B(O)O)C=1C=CC=2C(C3=CC=CC=C3C2C1)(C)C)C